C(=O)(C=C)[SiH3] Acrylsilan